2-(3,4-dimethoxyphenyl)-7-(piperidin-4-yl)-[1,2,4]triazolo[1,5-a]pyridine hydrochloride Cl.COC=1C=C(C=CC1OC)C1=NN2C(C=C(C=C2)C2CCNCC2)=N1